N-(2-(4,4-difluorocyclohexyl)-4-(2,5-difluorophenyl)pyridin-3-yl)-2-morpholinoacetamide FC1(CCC(CC1)C1=NC=CC(=C1NC(CN1CCOCC1)=O)C1=C(C=CC(=C1)F)F)F